tert-butyl 4-[4-(7-bromoquinoxalin-2-yl)pyrazol-1-yl]piperidine-1-carboxylate BrC1=CC=C2N=CC(=NC2=C1)C=1C=NN(C1)C1CCN(CC1)C(=O)OC(C)(C)C